NCC(C)(C)NC(=O)C1=NC=2N(C=C1)N=C(C2C2=CC(=NC(=C2)C)Cl)C2=CC(=CC=C2)C#N N-(2-amino-1,1-dimethyl-ethyl)-3-(2-chloro-6-methyl-4-pyridinyl)-2-(3-cyanophenyl)pyrazolo[1,5-a]pyrimidine-5-carboxamide